1,2-ethane-dithiol C(CS)S